BrC=1C(=C2C(=NC(=NN2C1[2H])[2H])Cl)[2H] 6-bromo-4-chloropyrrolo[2,1-f][1,2,4]triazine-2,5,7-d3